4-[(1S,4R,5R)-5-{[5-cyclopropyl-3-(2,6-dichlorophenyl)-1,2-oxazol-4-yl]methoxy}-3-oxo-2-azabicyclo[2.2.1]heptan-2-yl]-N-[2-(oxolan-3-yl)ethanesulfonyl]benzamide C1(CC1)C1=C(C(=NO1)C1=C(C=CC=C1Cl)Cl)CO[C@H]1[C@@H]2C(N([C@H](C1)C2)C2=CC=C(C(=O)NS(=O)(=O)CCC1COCC1)C=C2)=O